C(C1=CC=CC=C1)N1C(CN(CC1)C(=O)OC(C)(C)C)=O tert-butyl 4-benzyl-3-oxo-1-piperazinecarboxylate